Cl.N[C@@H]([C@@H](C)CC)C(=O)N L-Isoleucinamide HCl